C1(CC1)C1=NN(C(=C1)C1=NN(C2=C1C(=NC=C2)N)C(C)C)C2OCCCC2 3-(3-cyclopropyl-1-(tetrahydro-2H-pyran-2-yl)-1H-pyrazol-5-yl)-1-isopropyl-1H-pyrazolo[4,3-c]pyridin-4-amine